OCCC1CCNCC1 4-hydroxyethyl-piperidine